5-chloro-N-(3-chloro-1-(4-fluorophenyl)-1H-pyrazol-4-yl)-7-ethyl-7H-pyrrolo[2,3-d]pyrimidin-2-amine ClC1=CN(C=2N=C(N=CC21)NC=2C(=NN(C2)C2=CC=C(C=C2)F)Cl)CC